C(CCC)C1C(=NN(C1(C(=O)N(C)CC1=CC(=C(C=C1)OC)OC)C)C1=CC=CC=C1)C1=CC=C(C=C1)F 4-butyl-N-(3,4-dimethoxybenzyl)-3-(4-fluorophenyl)-N,5-dimethyl-1-phenyl-4,5-dihydro-1H-pyrazole-5-carboxamide